C1(=CC=C(C=C1)CC(=O)N(C)CC1CN(CC1)C#N)C1=CC=CC=C1 2-([1,1'-Biphenyl]-4-yl)-N-((1-cyanopyrrolidin-3-yl)-methyl)-N-methylacetamid